bis(2-Hydroxy-3-hydroxymethyl-5-methylphenyl)methane OC1=C(C=C(C=C1CO)C)CC1=C(C(=CC(=C1)C)CO)O